NC=1C=C2C(=NC(N(C2=CC1)C)=O)N[C@H](C)C1CC1 (R)-6-amino-4-((1-cyclopropylethyl)amino)-1-methylquinazolin-2(1H)-one